P(OC([C@@H](N)CC(O)=O)=O)([O-])(=O)N L-α-aspartyl phosphoramidate